CC1=CC(=NN1)C1=NC(=CC(=N1)N)N1CCOCC1 (5-methyl-1H-pyrazol-3-yl)-6-morpholinopyrimidin-4-amine